2-(4-chloro-3-(trifluoromethyl)phenyl)-N-(4-(6-methoxy-7-(piperidin-4-ylmethoxy)quinazolin-4-yl)phenyl)acetamide ClC1=C(C=C(C=C1)CC(=O)NC1=CC=C(C=C1)C1=NC=NC2=CC(=C(C=C12)OC)OCC1CCNCC1)C(F)(F)F